3-(3-(2-oxopyrrolidin-1-yl)phenyl)-4,6-dihydropyrrolo[3,4-c]pyrazole-5(1H)-carbonitrile O=C1N(CCC1)C=1C=C(C=CC1)C=1C2=C(NN1)CN(C2)C#N